tert-butyl (2-(aminooxy)ethyl)(isopropyl)carbamate NOCCN(C(OC(C)(C)C)=O)C(C)C